9-ethyl-2,7-dimethyl-tetracyclo[4.4.0.12,5.17,10]-3-dodecene C(C)C1CC2(C3C4C=CC(C3C1C2)(C4)C)C